CN1C2CN(C(C1)C2)NC2=CC=CC=C2 5-methyl-2,5-diazabicyclo[2.2.1]heptan-2-ylaniline